[Ni+2].C(C=C)(=O)[O-].C(C=C)(=O)[O-] acrylic acid nickel salt